3'-((tert-butylsulfinyl)imino)-3'H-dispiro[cyclopropane-1,1'-indene-2',4''-piperidine]-1''-carboxylic acid tert-butyl ester C(C)(C)(C)OC(=O)N1CCC2(CC1)C1(C3=CC=CC=C3C2=NS(=O)C(C)(C)C)CC1